C1(CCC1)N1CC(C1)NC1=C2C(=NC=3C=C(C(=CC13)OC)OC)CCC2 1-cyclobutyl-N-{6,7-dimethoxy-1H,2H,3H-cyclopenta[b]quinolin-9-yl}azetidin-3-amine